[C@@H]12OC[C@@H](N(C1)C1=C(C=C(C(=C1)OC)NC1=NC=NC(=C1)N1OCC[C@@H]1C1=CC(=C(C=C1)Cl)Cl)NC(C=C)=O)C2 N-(2-((1S,4S)-2-oxa-5-azabicyclo[2.2.1]heptane-5-yl)-5-((6-((R)-3-(3,4-dichlorophenyl)isoxazolidine-2-yl)pyrimidine-4-yl)amino)-4-methoxyphenyl)acrylamide